O1CCN(CC1)CC(=O)O Morpholinoacetic acid